ClC1=C(C=C(C=C1NC=1C(=C2C(N(C=NC2=CC1)C)=O)C)F)N(S(=O)(=O)CCC)COCC[Si](C)(C)C N-(2-chloro-3-((3,5-dimethyl-4-oxo-3,4-dihydroquinazolin-6-yl)amino)-5-fluorophenyl)-N-((2-(trimethylsilyl)ethoxy)methyl)propane-1-sulfonamide